NC1CCN(CC1)C1=C(N=NC2=CC(=C(C=C12)C=1C=C(C(=O)N)C=C(C1)F)Cl)C1=CC(=CC(=C1)C)F 3-[4-(4-aminopiperidin-1-yl)-7-chloro-3-(3-fluoro-5-methylphenyl)cinnolin-6-yl]-5-fluorobenzamide